4-amino-6-(3-(4-bromophenyl)-1,2,4-oxadiazol-5-yl)-2,2-dimethyl-3,4-dihydro-2H-pyrano[2,3-b]pyridin-3-ol NC1C(C(OC2=NC=C(C=C21)C2=NC(=NO2)C2=CC=C(C=C2)Br)(C)C)O